acrylamido-ethyltrimethoxysilan C(C=C)(=O)NCO[Si](OC)(OC)CC